OC1(CCN(CC1)C(=O)[C@H]1[C@@H](CN(CC1)CC1=C(C=CC=C1)C)C1=CC=CC=C1)CN1C=NC2=C(C1=O)N=CC=C2 3-[[4-hydroxy-1-[(3R,4R)-1-(o-tolylmethyl)-3-phenyl-piperidine-4-carbonyl]-4-piperidinyl]methyl]pyrido[3,2-d]pyrimidin-4-one